rac-7-bromo-5-fluoro-2-(4-methoxybenzyl)-1'-methyl-spiro[isoindoline-1,3'-pyrrolidine]-2',3-dione BrC=1C=C(C=C2C(N([C@@]3(C(N(CC3)C)=O)C12)CC1=CC=C(C=C1)OC)=O)F |r|